Phenyl 2-chloroacetate (phenyl 2-chloroacetate) C1(=CC=CC=C1)C(C(=O)O)Cl.ClCC(=O)OC1=CC=CC=C1